OCC1(CCOCC1)NC(=O)C1=C(OC2=C1C=C(C=C2)OCC=2N=N[N+](C2)=C)C 4-(((3-((4-(hydroxymethyl)tetrahydro-2H-pyran-4-yl)carbamoyl)-2-methylbenzofuran-5-yl)oxy)methyl)-1-methylene-1H-1,2,3-triazol-1-ium